N-ethyl-2,2-dimethoxy-4-methyl-1-aza-2-silacyclopentane C(C)N1[Si](CC(C1)C)(OC)OC